C1=CC(=CC=C1C2=[O+]C3=CC(=CC(=C3C=C2O[C@H]4[C@@H]([C@H]([C@@H]([C@H](O4)CO)O)O)O)O)O)O The molecule is an anthocyanin cation consisting of pelargonidin having a beta-D-glucosyl residue attached at the 3-hydroxy position. It has a role as a plant metabolite. It is a beta-D-glucoside and an anthocyanidin glycoside. It derives from a pelargonidin. It is a conjugate acid of a pelargonidin 3-O-beta-D-glucoside betaine.